Tetrathiazole S1SSSN1